C(#N)[Zn] cyano-zinc